OC=1C=C(C(=NC1)C1=CN(CCC1)C(=O)OC(C)(C)C)C tert-butyl 5-hydroxy-3-methyl-5',6'-dihydro-[2,3'-bipyridine]-1'(4'H)-carboxylate